4-(2-morpholinoethoxy)benzoyl chloride O1CCN(CC1)CCOC1=CC=C(C(=O)Cl)C=C1